1-cyclopropyl-3-(trifluoromethyl)-1H-pyrazol-4-amine C1(CC1)N1N=C(C(=C1)N)C(F)(F)F